methyl 2-amino-6-chloronicotinate NC1=C(C(=O)OC)C=CC(=N1)Cl